ferric silicate zinc [Zn+].[Si]([O-])([O-])([O-])[O-].[Fe+3]